FC=1C=NC=CC1 3-Fluoropyridin